C(C1=CC=CC=C1)OC(=O)N1CCN(CC1)CC1CCN(CC1)CCCCNC1=C2C(N(C(C2=CC=C1)=O)C1C(NC(CC1)=O)=O)=O 4-[[1-[4-[[2-(2,6-dioxo-3-piperidinyl)-1,3-dioxo-isoindolin-4-yl]amino]butyl]-4-piperidinyl]methyl]piperazine-1-carboxylic acid benzyl ester